2-[7-[methyl-(3-methyl-1H-indazol-6-yl)amino]-1-oxo-isoindolin-2-yl]-N-(2,2,2-trifluoroethyl)acetamide CN(C=1C=CC=C2CN(C(C12)=O)CC(=O)NCC(F)(F)F)C1=CC=C2C(=NNC2=C1)C